C1(=CC=CC=C1)CC(=O)NN 2-phenyl-acetylhydrazine